propyl-furan C(CC)C=1OC=CC1